tert-butyl 2-(4-(5-chloro-2-(4-chloro-1H-1,2,3-triazol-1-yl)phenyl)-2,5-dioxopiperazin-1-yl)-3-cyclobutylpropanoate ClC=1C=CC(=C(C1)N1CC(N(CC1=O)C(C(=O)OC(C)(C)C)CC1CCC1)=O)N1N=NC(=C1)Cl